NCCC(=O)NC1=C(C(=O)NC=2SC(=C(N2)C)C)C=CC=C1 2-(3-aminopropionylamino)-N-(4,5-dimethylthiazol-2-yl)benzamide